ClC1=NC=C(C(=C1)C1=C(C=NC(=C1)OC1CC1)C(=O)NC=1SC(=NN1)O[C@H]1COCC1)OC (R)-2'-chloro-6-cyclopropoxy-5'-methoxy-N-(5-((tetrahydrofuran-3-yl)oxy)-1,3,4-thiadiazol-2-yl)-(4,4'-bipyridine)-3-carboxamide